OC1(CC2=CC=CC=C2C1)C(=O)O 2-hydroxy-2,3-dihydro-1H-indene-2-carboxylic acid